4-[5-(2,6-difluorophenyl)-7-fluoro-3-methyl-1,6-dihydropyrazolo[4,3-d][1,3]benzodiazepin-9-yl]morpholine FC1=C(C(=CC=C1)F)C=1NC2=C(C3=C(N1)C(=NN3)C)C=C(C=C2F)N2CCOCC2